BrC=1C=C(C=C2C=C(NC12)CCCO)OC 3-(7-bromo-5-methoxy-1H-indol-2-yl)propan-1-ol